2-Hexyl-2-decenal C(CCCCC)C(C=O)=CCCCCCCC